tert-butyl [3-(hydroxymethyl)-1,5,9-trioxaspiro[5.5]undecan-3-yl]carbamate OCC1(COC2(OC1)CCOCC2)NC(OC(C)(C)C)=O